benzopyrrolopyrimidine N1=CN=CC2=C1C1=C(N2)C=CC=C1